NC1=NN(C2=NC(=CC=C21)C2[C@@H]([C@@H]2C)C)C(=O)C2=C(C=CC=C2)C |r| (3-amino-6-((1rs,2RS,3SR)-2,3-dimethylcyclopropyl)-1H-pyrazolo[3,4-b]pyridin-1-yl)(o-tolyl)methanone